Cl.NC1(CC1)C(=O)N(C)[C@H](C(F)(F)F)C1=NC=C(C=C1)NC(C1=CC=CC=C1)C1=CC=CC=C1 (S)-1-Amino-N-(1-(5-(benzhydrylamino)pyridin-2-yl)-2,2,2-trifluoroethyl)-N-methylcyclopropane-1-carboxamide hydrochloride